tert-Butyl (R)-2-(5-fluoro-2-methoxypyridin-3-yl)-4-oxopyrrolidine-1-carboxylate FC=1C=C(C(=NC1)OC)[C@@H]1N(CC(C1)=O)C(=O)OC(C)(C)C